COC=1C=C(C=CC1OC)CCC1=CC(=C(C(=C1)OC)OC)OC 1-(3,4-dimethoxyphenyl)-2-(3,4,5-trimethoxyphenyl)ethane